3-amino-2-hydroxy-4-(4-nitrophenyl)butanamide hydrochloride Cl.NC(C(C(=O)N)O)CC1=CC=C(C=C1)[N+](=O)[O-]